Cl.ClC1=CC=C(CCNCC(=O)OCC2=CC(=NC(=C2)Cl)Cl)C=C1 (2,6-Dichloropyridin-4-yl)methyl (4-chlorophenethyl)glycinate hydrochloride